CC=1C=C(OC=2C=C(C(C#N)=CC2)C#N)C=CC1 4-(3-methylphenoxy)phthalonitrile